tris((2-(methoxymethyl)-3-oxoquinuclidin-2-yl) methyl) phosphate P(=O)(OCC1(N2CCC(C1=O)CC2)COC)(OCC2(N1CCC(C2=O)CC1)COC)OCC1(N2CCC(C1=O)CC2)COC